ClC1=CC=C(C=C1)C=1C(=CC=CC1)C(=O)N1CCC(CC1)CC=1C=C2CN(C(C2=CC1)=O)C1C(NC(CC1)=O)=O 3-(5-((1-(4'-chloro-[1,1'-biphenyl]-2-carbonyl)piperidin-4-yl)methyl)-1-oxoisoindolin-2-yl)piperidine-2,6-dione